BrC1=CC(=C(C=C1)CN1C(C(N(CC1)C(=O)OC(C)(C)C)C)=O)C tert-butyl 4-((4-bromo-2-methyl-phenyl)methyl)-2-methyl-3-oxo-piperazine-1-carboxylate